C1(CCCCC1)[C@@H](C(=O)NC=1SC(=C(N1)C)C1=CC(=C(C=C1)OC)S(NC1=CC=C(C=C1)O)(=O)=O)C (2S)-2-cyclohexyl-N-[5-[3-[(4-hydroxyphenyl)sulfamoyl]-4-methoxy-phenyl]-4-methyl-thiazol-2-yl]propanamide